C[C@@H](CC)OC1=NN(C=C1NC=O)C (S)-N-(3-(2-butoxy)-1-methyl-1H-pyrazol-4-yl)formamide